methyl-(2S)-N-methoxy-N-methyl-4-(4-(trifluoromethyl)phenyl)pyrrolidine-2-carboxamide (tert-butyldimethylsilyloxy)propionate [Si](C)(C)(C(C)(C)C)OC(C(=O)O)C.CN1[C@@H](CC(C1)C1=CC=C(C=C1)C(F)(F)F)C(=O)N(C)OC